OC1=C(OC2=CC(=CC=C2C1=O)O)C1=CC(=C(C=C1)O)O 3,7,3',4'-tetrahydroxyflavone